COC1=C(C(=CC=C1)OC)N1C(=NC=2C1=NC(=CN2)NS(=O)(=O)C2COC2)C2=NC(=CC=C2)OCC N-(1-(2,6-dimethoxyphenyl)-2-(6-ethoxypyridin-2-yl)-1H-imidazo[4,5-b]pyrazin-6-yl)oxetane-3-sulfonamide